1-(3-amino-2-hydroxypropyl)urea NCC(CNC(=O)N)O